N-(3-((5-chloro-2-((1-methyl-1H-pyrazol-4-yl)amino)pyrimidin-4-yl)oxy)-4-methoxyphenyl)acrylamide ClC=1C(=NC(=NC1)NC=1C=NN(C1)C)OC=1C=C(C=CC1OC)NC(C=C)=O